FC=1C=C2C(=C(/C(/C2=CC1)=C/C1=CC(=CC=C1)OC1=CC=CC=C1)C)CC(=O)N(C)O (Z)-2-(5-fluoro-2-methyl-1-(3-phenoxybenzal)-1H-inden-3-yl)-N-hydroxy-N-methylacetamide